FC=1C(=NC(=NC1)NC1=CC(=C2C=NNC2=C1)CO)C1=CNC2=C(C=CC=C12)NC([C@@H](COC)N1CCN(CC1)C)=O (R)-N-(3-(5-fluoro-2-((4-(hydroxymethyl)-1H-indazol-6-yl)amino)pyrimidin-4-yl)1H-indol-7-yl)-3-methoxy-2-(4-methylpiperazin-1-yl)propanamide